rac-4-(4-(2,3-dichloro-6-((2-(trimethylsilyl)ethoxy)methoxy)phenyl)-2-oxopyrrolidin-1-yl)-1H-pyrazole-1-carboxylic acid tert-butyl ester C(C)(C)(C)OC(=O)N1N=CC(=C1)N1C(C[C@@H](C1)C1=C(C(=CC=C1OCOCC[Si](C)(C)C)Cl)Cl)=O |r|